1'-((8-bromo-2-methyl-3-oxo-3,4-dihydroquinoxalin-6-yl)methyl)-N-cyclopropyl-2-fluoro-1',2',3',6'-tetrahydro-[3,4'-bipyridine]-6-carboxamide BrC=1C=C(C=C2NC(C(=NC12)C)=O)CN1CCC(=CC1)C=1C(=NC(=CC1)C(=O)NC1CC1)F